(3,4-difluorophenyl)-(1-phenyl-1,3,4,9-tetrahydro-β-carbolin-2-yl)-methanone FC=1C=C(C=CC1F)C(=O)N1C(C=2NC3=CC=CC=C3C2CC1)C1=CC=CC=C1